2-(4-[2-[N-(1,1-dioxo-1λ6-thian-4-yl)carbamimidoyl]-5-methyl-4-oxo-4H,5H-thieno[3,2-c]pyridin-7-yl]-2-(trifluoromethyl)phenoxy)acetic acid O=S1(CCC(CC1)NC(=N)C1=CC=2C(N(C=C(C2S1)C1=CC(=C(OCC(=O)O)C=C1)C(F)(F)F)C)=O)=O